4,4-dimethyl-2,2-dioxo-oxathiazolidine-3-carboxylic acid tert-butyl ester C(C)(C)(C)OC(=O)N1S(OCC1(C)C)(=O)=O